tert-butyl (1-((S)-1-(4-fluorophenyl)-1,2,3,4-tetrahydroisoquinoline-2-carbonyl)-2-oxabicyclo[2.2.1]heptan-4-yl)carbamate FC1=CC=C(C=C1)[C@@H]1N(CCC2=CC=CC=C12)C(=O)C12OCC(CC1)(C2)NC(OC(C)(C)C)=O